z-geranylacetone C(\C=C(\C)/CCC=C(C)C)CC(C)=O